ClC1=CC(=C(N=N1)C(NCC(F)F)=O)NCC1CN(CCO1)C(=O)OC(C)(C)C tert-butyl 2-((6-chloro-3-(2,2-difluoroethylcarbamoyl)pyridazin-4-ylamino)methyl)morpholine-4-carboxylate